C(C)(C)(C)OC(=O)N1C2=C(OCC1)C=[N+](C(=C2)C2=C(C=CC(=C2)Cl)F)[O-] 1-[(tert-butoxy)carbonyl]-7-(5-chloro-2-fluorophenyl)-1H,2H,3H-pyrido[3,4-b][1,4]oxazin-6-ium-6-olate